(5-(Hydroxymethyl)thiophen-3-yl)boronic acid OCC1=CC(=CS1)B(O)O